CN1C(=NC2=C1C=CC=C2)C2=CC=CC=C2 N-methyl-2-phenylbenzimidazole